tert-butyl ((S)-1-(2-(1-(difluoromethyl)-4-((R)-2-methylbut-3-enamido)-1H-pyrazol-5-yl)pyridin-4-yl)but-3-en-1-yl)carbamate FC(N1N=CC(=C1C1=NC=CC(=C1)[C@H](CC=C)NC(OC(C)(C)C)=O)NC([C@@H](C=C)C)=O)F